7,7-dichloro-2-oxabicyclo[4.1.0]heptane ClC1(C2CCCOC12)Cl